(2,6-dichloro-4-nitrophenoxy)-4-methyl-2-(trifluoromethyl)quinoline ClC1=C(OC=2C(=NC3=CC=CC=C3C2C)C(F)(F)F)C(=CC(=C1)[N+](=O)[O-])Cl